CC1=NC2=C(C(=CC=C2C=C1)C(C=1N=CSC1)N1CCOCC1)O 2-methyl-7-(morpholino(thiazol-4-yl)methyl)quinolin-8-ol